2,4,6-trimethoxybenzoyl-phenylphosphoric acid COC1=C(C(=O)C2=C(C=CC=C2)OP(O)(O)=O)C(=CC(=C1)OC)OC